(4R,12aS)-9-{[(2,4-difluorophenyl) methyl]carbamoyl}-4-methyl-6,8-dioxo-3,4,6,8,12,12a-hexahydro-2H-pyrido[1',2':4,5]pyrazino[2,1-b][1,3]oxazin-7-olate sodium [Na+].FC1=C(C=CC(=C1)F)CNC(=O)C=1C(C(=C2N(C[C@@H]3OCC[C@H](N3C2=O)C)C1)[O-])=O